3-(((Z)-3-butylnon-2-enoyl)oxy)-2-((((3-(dimethylamino)propoxy)carbonyl)oxy)methyl)propyl (9Z,12Z)-octadeca-9,12-dienoate C(CCCCCCC\C=C/C\C=C/CCCCC)(=O)OCC(COC(\C=C(/CCCCCC)\CCCC)=O)COC(=O)OCCCN(C)C